N-(3-Chloro-4-fluorophenyl)-1-methyl-2-(methylamino)-4-(5-oxooctahydropentalen-2-yl)-1H-imidazole-5-carboxamide ClC=1C=C(C=CC1F)NC(=O)C1=C(N=C(N1C)NC)C1CC2CC(CC2C1)=O